mono-silver citrate C(CC(O)(C(=O)[O-])CC(=O)[O-])(=O)[O-].[Ag+3]